(trimethoxysilylpropyl)(trimethoxysilylmethyl)amine CO[Si](OC)(OC)CCCNC[Si](OC)(OC)OC